F[P-](F)(F)(F)(F)F.C(#N)C(C(=O)OCC)=NO[C+](N1CCOCC1)N(C)C (1-cyano-2-ethoxy-2-oxoethylidenaminoxy)dimethylamino-morpholino-carbenium hexafluorophosphate